O=C1NC(CCC1N1C(C2=CC=CC(=C2C1=O)NCCOCCOCCOCCOCCNC(=O)C=1C=CC=2N(C3=CC=C(C=C3C2C1)C)C1=CC=C(C=C1)C(F)(F)F)=O)=O N-(14-{[2-(2,6-dioxopiperidin-3-yl)-1,3-dioxo-2,3-dihydro-1H-isoindol-4-yl]amino}-3,6,9,12-tetraoxatetradecan-1-yl)-6-methyl-9-[4-(trifluoro-methyl)phenyl]-9H-carbazole-3-carboxamide